C1(CC1)[C@H]1CN(CCN1)C=1N=NC(=CN1)C1=C(C=C(C=C1)C1=CC=2N(C=C1)C(=NC2)C)O 2-{3-[(3S)-3-cyclopropylpiperazin-1-yl]-1,2,4-triazin-6-yl}-5-(3-methylimidazo[1,5-a]pyridin-7-yl)phenol